ClC1=C(C(=O)NC2CCN(CC2)C2=NC=C(C=C2)C2=C3C=CC=NC3=CC(=N2)OCC)C=CC=C1 2-Chloro-N-(1-(5-(7-ethoxy-1,6-naphthyridin-5-yl)pyridin-2-yl)piperidin-4-yl)benzamide